3-(((R)-7-((2S,4R)-4-Amino-2-(2,4-difluorophenyl)piperidine-1-carbonyl)-7-azaspiro[4.5]decan-10-yl)methyl)-6-phenylpyrimidin-4(3H)-one N[C@H]1C[C@H](N(CC1)C(=O)N1CC2(CCCC2)[C@@H](CC1)CN1C=NC(=CC1=O)C1=CC=CC=C1)C1=C(C=C(C=C1)F)F